C(N)(=O)C=1C=C2C(=CC=NC2=CC1)OC1=CC=C(C=C1)NC(=O)C1(CC1)C(=O)NC1=CC=C(C=C1)F 1-N-[4-(6-carbamoylquinolin-4-yl)oxyphenyl]-1-N'-(4-fluorophenyl)cyclopropane-1,1-dicarboxamide